3-Dimethylaminomethyl-4-Carboxyphenylboronic acid pinacol ester CN(C)CC=1C=C(C=CC1C(=O)O)B1OC(C)(C)C(C)(C)O1